COC(=O)C=1N(N=C(C1I)OCC)C 5-ethoxy-4-iodo-2-methyl-pyrazole-3-carboxylic acid methyl ester